BrC=1C=C(C(=NC1)N[C@@H]1COCCC1)[N+](=O)[O-] (S)-5-bromo-3-nitro-N-(tetrahydro-2H-pyran-3-yl)pyridin-2-amine